2-bromo-2-[2-[(1-methylsulfonylpiperidin-4-yl)amino]-5-(trifluoromethyl)pyrimidin-4-yl]acetaldehyde BrC(C=O)C1=NC(=NC=C1C(F)(F)F)NC1CCN(CC1)S(=O)(=O)C